C(C)(=O)NC1=NC=C(C(=C1)NC(OC(C)(C)C)=O)C1=NNC(C=C1)=O tert-butyl (2-acetamido-5-(6-oxo-1,6-dihydropyridazin-3-yl)pyridin-4-yl)carbamate